FC(C1=NC(=CC=C1)C(O)C)(F)F 2-trifluoromethyl-6-(oxapropane-2-yl)pyridine